benzyl 3,4-bis(benzyloxy)-2-methylbenzoate C(C1=CC=CC=C1)OC=1C(=C(C(=O)OCC2=CC=CC=C2)C=CC1OCC1=CC=CC=C1)C